(1R,3R,6S,7S)-3-acetamido-N-(8-amino-7-fluoro-6-(8-methyl-2,3-dihydro-1H-pyrido[2,3-b][1,4]oxazin-7-yl)isoquinolin-3-yl)bicyclo[4.1.0]heptane-7-carboxamide C(C)(=O)N[C@H]1C[C@H]2[C@H]([C@H]2CC1)C(=O)NC=1N=CC2=C(C(=C(C=C2C1)C1=C(C2=C(OCCN2)N=C1)C)F)N